5-((3-methoxybenzyl)oxy)isoindolin-1-one COC=1C=C(COC=2C=C3CNC(C3=CC2)=O)C=CC1